1-(4-isopropylbenzyl)-2-((3-(methylsulfonamido)phenyl)carbamoyl)-1H-indol C(C)(C)C1=CC=C(CN2C(=CC3=CC=CC=C23)C(NC2=CC(=CC=C2)NS(=O)(=O)C)=O)C=C1